NC=1C(=CC(=CC1C1=CC=CC=C1C(=O)[O-])C1=CC=CC=C1C(=O)[O-])C1=CC=CC=C1C(=O)[O-] Aniline-2,4,6-tribenzoate